NC1=C(N=CC2=C(C(=CC=C12)F)C1=NC=CC=C1Cl)C(=O)NCCC 4-amino-8-(3-chloropyridin-2-yl)-7-fluoro-N-propylisoquinoline-3-carboxamide